CC1(CN(CCC1=O)C(=O)OC(C)(C)C)C1=CC=NC=C1 tert-butyl 3-methyl-4-oxo-3-(pyridin-4-yl)piperidine-1-carboxylate